O[C@H]1[C@]2(C)[C@@H](CC1)[C@@H]1CCC3=CC(CC[C@]3(CC3=CC=C(C=C3)C)C1=CC2)=O (17α)-17-hydroxy-19-(4-methylphenyl)androsta-4,9(11)-dien-3-one